tert-butyl (S)-2-((2-fluoro-4-methyl-5-((1-(7-(((trifluoromethyl)sulfonyl) oxy)quinolin-5-yl)cyclopropyl)carbamoyl)phenoxy)methyl)azetidine-1-carboxylate FC1=C(OC[C@H]2N(CC2)C(=O)OC(C)(C)C)C=C(C(=C1)C)C(NC1(CC1)C1=C2C=CC=NC2=CC(=C1)OS(=O)(=O)C(F)(F)F)=O